4-chloro-6-methoxybenzo[d]thiazol-2-amine ClC1=CC(=CC2=C1N=C(S2)N)OC